The molecule is a guanidine that consists of agmatine having a 3-aminopropyl group attached to the N-1 position. It derives from an agmatine. It is a conjugate base of a N(1)-aminopropylagmatine(3+). C(CCN=C(N)N)CNCCCN